C1(=CC=CC=C1)[C@@H](CO)O (S)-1-phenyl-1,2-ethylene glycol